CC1=C(C=C(C=C1)C(NC1=NC=C(C=C1)OC(F)(F)F)=O)[C@H]1CN(CC1)C=1C=NC=C(C(=O)N)C1 (S)-5-(3-(2-methyl-5-((5-(trifluoromethoxy)pyridin-2-yl)carbamoyl)phenyl)pyrrolidin-1-yl)nicotinamide